(R)-O-((1,4-dioxan-2-yl)methyl) S-methyl carbonodithioate C(OC[C@@H]1OCCOC1)(=S)SC